CN(C(OC(C)(C)C)=O)CC1=NC(=CC(=C1/C=N/S(=O)C(C)(C)C)C(=O)N1CCCCC1)N1[C@@H](CCC1)C tert-butyl methyl{[3-{(E)-[(2-methylpropane-2-sulfinyl)imino]methyl}-6-[(2R)-2-methylpyrrolidin-1-yl]-4-(piperidine-1-carbonyl)pyridin-2-yl]methyl}carbamate